5-(3-cyanophenyl)-N-((3R,5S)-5-(fluoromethyl)pyrrolidin-3-yl)-1,3,4-oxadiazole C(#N)C=1C=C(C=CC1)C1=NN(CO1)[C@H]1CN[C@@H](C1)CF